Cl.ClC=1C(=C(C(=NC1)C(C)(C)N)F)C 2-(5-chloro-3-fluoro-4-methylpyridin-2-yl)propan-2-amine hydrochloride